2-(4-(sec-butoxy)-2-methylphenyl)propan-2-ol C(C)(CC)OC1=CC(=C(C=C1)C(C)(C)O)C